tert-butyl-2-(5-chloropyrimidin-2-yl)-7-azaspiro[3.5]nonane-7-carboxylate C(C)(C)(C)OC(=O)N1CCC2(CC(C2)C2=NC=C(C=N2)Cl)CC1